(4-(3-methoxyoxetan-3-yl)pyridin-2-yl)-N-(1-methyl-1H-indazol-7-yl)-1H-pyrazole-4-sulfonamide COC1(COC1)C1=CC(=NC=C1)N1N=CC(=C1)S(=O)(=O)NC=1C=CC=C2C=NN(C12)C